5-fluoro-4-(5-fluoro-2,3-dihydrospiro[benzo[d]pyrrolo[1,2-a]imidazole-1,1'-cyclopropan]-7-yl)-N-(5-((6-methyl-3,6-diazabicyclo[3.2.0]heptan-3-yl)methyl)pyridin-2-yl)pyrimidin-2-amine FC=1C(=NC(=NC1)NC1=NC=C(C=C1)CN1CC2CN(C2C1)C)C1=CC2=C(N=C3N2C2(CC2)CC3)C(=C1)F